CC(C)(C#CC(C)(O)C)O 2,5-dimethyl-hex-3-yne-2,5-diol